C(C)(C)(C)OC(=O)C1CC(C1)(N(C(CCl)=O)CC1=CC=C(C=C1)Cl)C(NC(C1=CC=CC=C1)C1=CC=CC=C1)=O 3-(benzhydryl-carbamoyl)-3-(2-chloro-N-(4-chlorobenzyl)acetamido)cyclobutane-1-carboxylic acid tert-butyl ester